ClC1=C(C=CC(=C1)C(=O)NC1=CC(=C(C=C1)O)NS(=O)(=O)C1CC1)C1=CC=CC=C1 chloro-N-(3-(cyclopropanesulfonamido)-4-hydroxyphenyl)-[1,1'-biphenyl]-4-carboxamide